(6-cyclopropyl-6,7-dihydro-5H-pyrrolo[3,4-b]pyridin-2-yl)-2-((s)-4,4-difluoro-3-(6-oxo-1,6-dihydropyridin-3-yl)piperidin-1-yl)propanamide C1(CC1)N1CC2=NC(=CC=C2C1)C(C(=O)N)(C)N1C[C@@H](C(CC1)(F)F)C1=CNC(C=C1)=O